n-butylamine adipate salt C(CCCCC(=O)O)(=O)O.C(CCC)N